2-(N-(1-(1-(2-chlorophenyl)ethyl)piperidin-4-yl)methylsulfonamido)-N-(2-oxo-2-(prop-2-yn-1-ylamino)ethyl)acetamide ClC1=C(C=CC=C1)C(C)N1CCC(CC1)N(S(=O)(=O)C)CC(=O)NCC(NCC#C)=O